FC1=CC=C(C(=O)N[C@H](C)C=2C=C3CCCN(C3=CC2)C(=O)C2(CC2)F)C=C1 4-fluoro-N-{(1R)-1-[1-(1-fluorocyclopropane-1-carbonyl)-1,2,3,4-tetrahydroquinolin-6-yl]ethyl}benzamide